O=C1N(CC2=CC(=CC=C12)C1CCNCC1)N1C(CCCC1=O)=O (1-oxo-5-(piperidin-4-yl)isoindolin-2-yl)piperidine-2,6-dione